(1H-imidazol-4-yl)-N-(1-(methylsulfonyl)piperidin-4-yl)-5-(trifluoromethyl)pyrimidin-2-amine N1C=NC(=C1)C1=NC(=NC=C1C(F)(F)F)NC1CCN(CC1)S(=O)(=O)C